BrC=1C(=NC(=NC1OC)N)OC 5-bromo-4,6-dimethoxy-pyrimidin-2-yl-amine